ClC=1C=C(C=CC1)C(C(=O)O)N1CCC(CC1)N1CCC(CC1)CC1=NC=2NCCCC2C=C1 2-(3-chlorophenyl)-2-(4-((5,6,7,8-tetrahydro-1,8-naphthyridin-2-yl)methyl)-1,4'-bipiperidin-1'-yl)acetic acid